(2S,3R,4S,5S,6S)-6-[(benzyloxy)carbonyl]-3,4,5-trihydroxyoxan-2-yl 2-methyl-8-[4-(trifluoro-methyl)phenyl]-2H,8H-pyrazolo[3,4-b]indole-5-carboxylate CN1N=C2N(C3=CC=C(C=C3C2=C1)C(=O)O[C@@H]1O[C@@H]([C@H]([C@@H]([C@H]1O)O)O)C(=O)OCC1=CC=CC=C1)C1=CC=C(C=C1)C(F)(F)F